CN(C1=CC=C(C(=O)[C@H]2N(CC3(CC3)C2)C(CCC(=O)NO)=O)C=C1)C 4-((S)-6-(4-(dimethylamino)benzoyl)-5-azaspiro[2.4]heptan-5-yl)-N-hydroxy-4-oxobutanamide